N1N=NN=C2C1=CC=C2 triazacyclopenta[4,5-c]pyridine